N-benzhydryl-glycine tert-butyl ester C(C)(C)(C)OC(CNC(C1=CC=CC=C1)C1=CC=CC=C1)=O